1-Methyl-N-(4'-(5-(trifluoromethyl)-1,2,4-oxadiazol-3-yl)-[2,2'-bipyridin]-5-yl)piperidine-4-carboxamide CN1CCC(CC1)C(=O)NC=1C=CC(=NC1)C1=NC=CC(=C1)C1=NOC(=N1)C(F)(F)F